FC(OC1=NC=CC2=C(C=CC=C12)S(=O)(=O)N1CCNCC1)F 4-((1-(difluoromethoxy)isoquinolin-5-yl)sulfonyl)piperazin